ClC=1C(=C2C=NNC2=C(C1F)NC(C)C)C=1N=CC=2N(C1)C=C(N2)NC(CC2COC2)=O N-(6-(5-chloro-6-fluoro-7-(isopropylamino)-1H-indazol-4-yl)imidazo[1,2-a]pyrazin-2-yl)-2-(oxetan-3-yl)acetamide